Tert-butyl (2R)-2-{[3-(5-ethyl-1,3-thiazol-2-yl)-5-({(1R)-1-[6-(trifluoromethyl)pyridazin-3-yl]ethyl}carbamoyl) phenoxy] methyl}morpholine-4-carboxylate C(C)C1=CN=C(S1)C=1C=C(OC[C@H]2CN(CCO2)C(=O)OC(C)(C)C)C=C(C1)C(N[C@H](C)C=1N=NC(=CC1)C(F)(F)F)=O